O=C1C=CNN1 5-oxo-2,5-dihydro-1H-pyrazol